CC1=C(C=C(C=C1)NC(=O)C2=CC=NC=C2)N N-(3-amino-4-methylphenyl)isonicotinamide